C(=O)O.FC=1C(=CC(=NC1)OC)[C@H](C(=O)N1CC2(CC1)NC1=NC(=C(C=C1CC2)C=2N=C(OC2)C)C)C (2R)-2-(5-fluoro-2-methoxypyridin-4-yl)-1-[7-methyl-6-(2-methyl-1,3-oxazol-4-yl)-3,4-dihydro-1H-spiro[1,8-naphthyridine-2,3'-pyrrolidin]-1'-yl]propan-1-one, formate salt